BrC1=CC=C(C=C1)C1CCS(CC1)(=N)=O 4-(4-bromophenyl)-1-iminohexahydro-1λ6-thiopyran 1-oxide